N(=C=O)CCCCCCCCCCCCC 1-isocyanatotridecane